N-sec-Butylethylenediamine C(C)(CC)NCCN